OC=1C=C(C(=C(C1)O)[C@H]1[C@@H](CCC(=C1)C)C(=C)C)C#N (1'R,2'R)-4,6-dihydroxy-5'-methyl-2'-(prop-1-en-2-yl)-1',2',3',4'-tetrahydro-[1,1'-biphenyl]-2-carbonitrile